3-iodo-2-methyl-2H-pyrazolo[4,3-d]pyrimidin-7-ol IC=1N(N=C2C1N=CN=C2O)C